2-((5-Amino-7-(3-cyanophenyl)-8-(pyrimidin-4-yl)-[1,2,4]triazolo[1,5-c]pyrimidin-2-yl)methoxy)benzonitrile NC1=NC(=C(C=2N1N=C(N2)COC2=C(C#N)C=CC=C2)C2=NC=NC=C2)C2=CC(=CC=C2)C#N